1-(4-Bromo-2-methylbenzo[d]oxazol-6-yl)ethan-1-one BrC1=CC(=CC2=C1N=C(O2)C)C(C)=O